CS(=O)(=O)C=1OC=NN1 2-methanesulfonyl-1,3,4-oxadiazole